BrC=1C(=C(C=C(C1)Cl)CC(=O)NC1=CC(=NC=C1)C(=O)NC(C)(C)C)OC 4-[[2-(3-bromo-5-chloro-2-methoxy-phenyl)acetyl]amino]-N-tert-butyl-pyridine-2-carboxamide